N=1C(=CN2N=CC=CC21)C=O imidazo[1,2-b]pyridazine-2-carbaldehyde